BrC=1C=CC(=NC1)[N+](=O)[O-] 5-bromo-2-nitro-pyridine